(1S,3R)-3-acetamido-N-(7-(difluoromethyl)-5-(isopropylamino)-2,6-naphthyridin-3-yl)cyclohexane-1-carboxamide C(C)(=O)N[C@H]1C[C@H](CCC1)C(=O)NC=1N=CC2=CC(=NC(=C2C1)NC(C)C)C(F)F